isopropyl 2-((4-((2-hydroxyethyl)(methyl-d3)amino)-2-methoxy-5-nitrophenyl)amino)-4-(3,3,5-trimethyl-2,3-dihydro-1H-pyrrolo[3,2-b]pyridin-1-yl-2,2-d2)pyrimidine-5-carboxylate OCCN(C1=CC(=C(C=C1[N+](=O)[O-])NC1=NC=C(C(=N1)N1C(C(C2=NC(=CC=C21)C)(C)C)([2H])[2H])C(=O)OC(C)C)OC)C([2H])([2H])[2H]